FC=1C=C(C=CC1OC=1C=NC=C(C1)C(F)(F)F)CO (3-fluoro-4-((5-(trifluoromethyl)pyridin-3-yl)oxy)phenyl)methanol